(2R,5S)-5-(4-chlorobenzyl)-N-ethyl-4-(4-(5-methyloxazol-2-yl)cyclohexyl)morpholine-2-carboxamide 2,2,2-trifluoroacetate FC(C(=O)O)(F)F.ClC1=CC=C(C[C@H]2CO[C@H](CN2C2CCC(CC2)C=2OC(=CN2)C)C(=O)NCC)C=C1